C(CCC(=O)O)(=O)O.C1(C(CCCC1)CO)CO 2-cyclohexanedimethanol succinate